oxygen indium tin oxide [Sn]=O.[In].[O]